C(C)(C)CC(C)(C1=CC=CC=C1)OO isopropyl-alpha-cumyl hydroperoxide